2-(biphenyl-4-yl)-4,6-bis(12-phenylindolo[2,3-a]carbazol-11-yl)-1,3,5-Triazine C1(=CC=C(C=C1)C1=NC(=NC(=N1)N1C2=CC=CC=C2C2=CC=C3C(=C12)N(C=1C=CC=CC13)C1=CC=CC=C1)N1C3=CC=CC=C3C3=CC=C2C(=C13)N(C=1C=CC=CC12)C1=CC=CC=C1)C1=CC=CC=C1